N1(CCCCC1)C=1C(=NC=CN1)C(=O)N PIPERIDINYLPYRAZINE-CARBOXAMIDE